2-((1,6-naphthyridine-8-carboxamido)methyl)-3-chloro-5-methylbenzofuran-7-carboxylic acid N1=CC=CC2=CN=CC(=C12)C(=O)NCC=1OC2=C(C1Cl)C=C(C=C2C(=O)O)C